BrC1=C(C=C(C(=C1)OCC)C(F)(F)F)O 2-bromo-4-ethoxy-5-(trifluoromethyl)phenol